Cl.NCCC1=NC2=C(N1C1=CC3=C(NC(N3)=O)C=C1)C=CC=C2 5-[2-(2-aminoethyl)benzimidazol-1-yl]-1,3-dihydro-benzimidazol-2-one hydrochloride